methylpyrazolo[1,5-a]pyrazine CC1=NN2C(C=NC=C2)=C1